[C@@H]1([C@H](O)[C@@H](O)[C@@H](O)[C@H](O1)CO)O[C@H]1[C@@H]([C@H](C(O)O[C@@H]1CO)O)O beta-D-galactopyranosyl-(1→4)D-glucopyranose